chloromethyl (2Z)-2',3-dioxo-1,3-dihydro-2,3'-biindole-1'(2'H)-carboxylate O=C\1N(C2=CC=CC=C2/C1=C\1/NC2=CC=CC=C2C1=O)C(=O)OCCl